TERT-BUTYLBORONIC ACID C(C)(C)(C)B(O)O